FC=1C(=CC=2C3=C(NC(C2C1)=O)COC[C@H]3N(C)[C@H](C)C3=CC=C(C=C3)OC)F (S)-8,9-Difluoro-1-(((R)-1-(4-methoxyphenyl)ethyl)(methyl)amino)-1,5-dihydro-2H-pyrano[3,4-c]isoquinolin-6(4H)-one